ClC=1C=C(C=C2N=CC=NC12)CNC=1C=NC=CC1O[C@H]1CNCC1 (R)-N-((8-chloroquinoxalin-6-yl)methyl)-4-(pyrrolidin-3-yloxy)pyridin-3-amine